NC=1C(=CC2=CC=CC=C2C1)O 3-amino-2-naphthol